benzyl (R)-2-(benzyloxy)-4-(1-((pentafluorophenyl)sulfonyl)-N-(4-(tetrahydro-2H-pyran-4-yl)benzyl)-pyrrolidine-2-carboxamido)benzoate C(C1=CC=CC=C1)OC1=C(C(=O)OCC2=CC=CC=C2)C=CC(=C1)N(C(=O)[C@@H]1N(CCC1)S(=O)(=O)C1=C(C(=C(C(=C1F)F)F)F)F)CC1=CC=C(C=C1)C1CCOCC1